(R)-7-(3-(2-(5-(methylsulfonyl)-1-tosyl-1H-pyrrolo[2,3-b]pyridin-3-yl)thiazol-4-yl)phenyl)-6,7-dihydro-5H-pyrrolo[1,2-a]imidazol-7-ol CS(=O)(=O)C=1C=C2C(=NC1)N(C=C2C=2SC=C(N2)C=2C=C(C=CC2)[C@@]2(CCN1C2=NC=C1)O)S(=O)(=O)C1=CC=C(C)C=C1